COC=1C=C2C(=C(NC2=CC1)C)/C=C/C(=O)C1=CC=NC=C1 trans-3-(5-methoxy-2-methyl-1H-indol-3-yl)-1-(4-pyridinyl)-2-propen-1-one